FC(C(=O)O)(F)F.C(CCCCCCCCC)C1=CC=C(C=C1)C1=NOC(=N1)CNC(=O)[C@H]1NCC1 (S)-N-((3-(4-decylphenyl)-1,2,4-oxadiazol-5-yl)methyl)azetidine-2-carboxamide 2,2,2-trifluoroacetate